Br.N[C@H]1CS(C=C1)(=O)=O (R)-3-amino-2,3-dihydrothiophene-1,1-dioxide hydrobromide